OC1CN(C1)C1=NC(=CC(=N1)C=1C=C(C=CC1C)NC(=O)N1C[C@@H](CC1)CC(F)(F)F)N1CCOCC1 (S)-N-(3-(2-(3-hydroxyazetidin-1-yl)-6-morpholinopyrimidin-4-yl)-4-methylphenyl)-3-(2,2,2-trifluoroethyl)pyrrolidine-1-carboxamide